chloromethyl n-hexanoate C(CCCCC)(=O)OCCl